Cl.C(\C=C\C(=O)OCCN1CCOCC1)(=O)OC Methyl (2-morpholinoethyl) fumarate hydrochloride